1-docosanoyl-2-(5Z,8Z,11Z,14Z-eicosatetraenoyl)-glycero-3-phosphoserine CCCCCCCCCCCCCCCCCCCCCC(=O)OC[C@H](COP(=O)(O)OC[C@@H](C(=O)O)N)OC(=O)CCC/C=C\C/C=C\C/C=C\C/C=C\CCCCC